3-(2-((5-(((tetrahydro-2H-pyran-2-yl)oxy)methyl)pyridazin-3-yl)oxy)ethoxy)quinoline O1C(CCCC1)OCC=1C=C(N=NC1)OCCOC=1C=NC2=CC=CC=C2C1